chromium (III) tris(2-ethylhexanoate) C(C)C(C(=O)[O-])CCCC.C(C)C(C(=O)[O-])CCCC.C(C)C(C(=O)[O-])CCCC.[Cr+3]